methyl 4-[(S)-5-methyl-4-((S)-1,1,1-trifluoro-2-hydroxypropan-2-yl)-5,6-dihydropyrazolo[1',5':1,2]pyrido[3,4-d]pyridazin-9-yl]bicyclo[2.2.2]octane-1-carboxylate C[C@@H]1CN2C(C=3C=NN=C(C31)[C@](C(F)(F)F)(C)O)=CC(=N2)C23CCC(CC2)(CC3)C(=O)OC